CC1(OC2=C(O1)C(=CC(=C2C)C(=O)NCC=2C(NC(=CC2SC)C)=O)C2=CC=C(C=C2)N2CCCCC2)C2CCN(CC2)CC(F)(F)F 2,4-dimethyl-N-((6-methyl-4-(methylthio)-2-oxo-1,2-dihydropyridin-3-yl)methyl)-7-(4-(piperidin-1-yl)phenyl)-2-(1-(2,2,2-trifluoroethyl)piperidin-4-yl)benzo[d][1,3]dioxole-5-carboxamide